N-(3-(4-methyl-6-(1-(propylsulfonamido)propyl)pyridin-3-yl)-1,6-naphthyridin-7-yl)cyclopropanecarboxamide CC1=C(C=NC(=C1)C(CC)NS(=O)(=O)CCC)C=1C=NC2=CC(=NC=C2C1)NC(=O)C1CC1